(S)-1-(tert-butoxycarbonyl)-4-methylenepyrrolidine C(C)(C)(C)OC(=O)N1CCC(C1)=C